5-amino-N-(tert-butyl)-2-chlorobenzenesulfonamide NC=1C=CC(=C(C1)S(=O)(=O)NC(C)(C)C)Cl